C(CCC)C1=C(C(=C(C(=O)OC[C@]2(OC3=C([C@H]2C)C(=C(C(=C3)F)Cl)Br)C=3C=NC=CC3)C#N)C)C=CC(=C1)OC ((2R,3r)-4-bromo-5-chloro-6-fluoro-3-methyl-2-(pyridin-3-yl)-2,3-dihydrobenzofuran-2-yl)methanol butyl-α-cyano-β-methyl-p-methoxy-cinnamate